3-(4-hydroxy-iodophenyl)propionic acid OC1=CC(=C(C=C1)CCC(=O)O)I